5-(4-((3,3-difluoro-azetidin-1-yl)sulfonyl)phenyl)-7-(trifluoro-methyl)benzofuran FC1(CN(C1)S(=O)(=O)C1=CC=C(C=C1)C=1C=C(C2=C(C=CO2)C1)C(F)(F)F)F